1,3,5-benzotriazole N1C=NC2=C1C=CN=C2